C(#N)C1(CC1)C(=O)NCC=1C(=NC(=NC1)C1=CC(=C(C(=C1)F)C)C#C)N1CC(CC1)CN(C)C 1-cyano-N-[[4-[3-[(dimethylamino)methyl]pyrrolidin-1-yl]-2-(3-ethynyl-5-fluoro-4-methyl-phenyl)pyrimidin-5-yl]methyl]cyclopropanecarboxamide